2-(4-biphenylyl)amino-9,9-dimethylfluoren C1(=CC=C(C=C1)NC1=CC=2C(C3=CC=CC=C3C2C=C1)(C)C)C1=CC=CC=C1